ethyl rac-(2S,3S,4S,5R)-3-(5-fluoropyridin-2-yl)-4,5-dimethyl-5-(trifluoromethyl)tetrahydrofuran-2-carboxylate FC=1C=CC(=NC1)[C@H]1[C@H](O[C@]([C@H]1C)(C(F)(F)F)C)C(=O)OCC |r|